2-cyanopropan-2-yl (S)-6-diazo-2-((R)-2-methoxypropanamido)-5-oxohexanoate [N+](=[N-])=CC(CC[C@@H](C(=O)OC(C)(C)C#N)NC([C@@H](C)OC)=O)=O